C(C1=CC=CC=C1)OC1=CC=C(C=C1)C1=CC=C(C=C1)Br 4-(benzyloxy)-4'-bromo-1,1'-biphenyl